P(=O)(OC1=C(C=CC=C1)C)(OC1=C(C=CC=C1)C)OC1=C(C=CC=C1)C tri(2-methylphenyl) phosphate